C(CCC)OC(C)COC(C)CO dipropylene glycol mono(n-butyl) ether